N-Boc-(S)-2-aminopentanedioic acid C(=O)(OC(C)(C)C)N[C@H](C(=O)O)CCC(=O)O